1-methyl-3-(pyrrolidin-1-ylmethyl)-5-(p-tolyl)-1H-1,2,4-triazole CN1N=C(N=C1C1=CC=C(C=C1)C)CN1CCCC1